COCCCN1C(=O)N(C=2N=C(NC2C1=O)C=1C=NC(=CC1)NCCCN1C(CCC1)=O)CCC 1-(3-methoxypropyl)-8-(6-((3-(2-oxo-1-pyrrolidinyl)propyl)amino)-3-pyridinyl)-3-propylxanthine